2-bromo-4-chloro-5-methylpyridine BrC1=NC=C(C(=C1)Cl)C